[6-[(4-tert-butyloxazol-2-yl)methyl]-2,6-diazaspiro[3.3]heptan-2-yl]-[6-[3-(trifluoromethyl)-1,2,4-triazol-1-yl]-2-azaspiro[3.3]heptan-2-yl]methanone C(C)(C)(C)C=1N=C(OC1)CN1CC2(CN(C2)C(=O)N2CC3(C2)CC(C3)N3N=C(N=C3)C(F)(F)F)C1